tert-butyl N-[4-[(2-methoxy-4-{6-oxo-2H,4H,5H,6H,7H-pyrazolo[3,4-b]pyridin-4-yl}phenoxy)methyl]-3-(trifluoromethyl)phenyl]-N-methylcarbamate COC1=C(OCC2=C(C=C(C=C2)N(C(OC(C)(C)C)=O)C)C(F)(F)F)C=CC(=C1)C1C=2C(NC(C1)=O)=NNC2